6,6'-(((2,2'-Dimethyl-[1,1'-biphenyl]-3,3'-diyl)bis(methylene))bis(oxy))bis(2-(2-(trimethylsilyl)ethoxy)nicotinaldehyde) CC1=C(C=CC=C1COC1=NC(=C(C=O)C=C1)OCC[Si](C)(C)C)C1=C(C(=CC=C1)COC1=NC(=C(C=O)C=C1)OCC[Si](C)(C)C)C